FC1=C(C=C(C=C1F)C1=C(C=CC=C1C)C)[C@H](CC(=O)O)NC(C(CC(C)C)N1C(C=CC(=C1)CN1C[C@@H](CC1)F)=O)=O (3S)-3-(4,5-difluoro-2',6'-dimethylbiphenyl-3-yl)-3-(2-(5-(((R)-3-fluoropyrrolidin-1-yl)methyl)-2-oxopyridin-1(2H)-yl)-4-methylpentanamido)propanoic acid